CC=1C2=COC=C2C=CC1C 4,5-dimethylisobenzofuran